2-[2-(4-Aminophenyl)-2-hydroxy-1-(hydroxymethyl)ethyl]isoindoline-1,3-dione NC1=CC=C(C=C1)C(C(CO)N1C(C2=CC=CC=C2C1=O)=O)O